4-(2-(3-(3-chloro-2-fluoro-6-(2H-tetrazol-2-yl)phenyl)acrylamido)-2-phenylacetylamino)-N-(methylsulfonyl)benzamide ClC=1C(=C(C(=CC1)N1N=CN=N1)C=CC(=O)NC(C(=O)NC1=CC=C(C(=O)NS(=O)(=O)C)C=C1)C1=CC=CC=C1)F